8-chloro-2-((4-chloro-2-(trifluoromethyl)phenyl)amino)-3-(3-methylbutanoyl)-5-nitroquinolin-4(1H)-one ClC=1C=CC(=C2C(C(=C(NC12)NC1=C(C=C(C=C1)Cl)C(F)(F)F)C(CC(C)C)=O)=O)[N+](=O)[O-]